The molecule is a linear tetrapyrrole obtained by the enzymic degradation of heme by Mycobacterium tuberculosis enzyme MhuD. It is an arenecarbaldehyde, an aromatic ketone, a dicarboxylic acid and a linear tetrapyrrole. It is a conjugate acid of a mycobilin b(2-). CC\\1=C(/C(=C/C2=C(C(=C(N2)C(=O)C3=C(C(=C(N3)C=O)C=C)C)C)CCC(=O)O)/N/C1=C\\C4=NC(=O)C(=C4C=C)C)CCC(=O)O